2'-bromo-6'-methyl-3'-(phenylsulfonyl)-1'-(4-(1-(tetrahydro-2H-pyran-2-yl)-1H-pyrazol-4-yl)phenyl)-3',6'-dihydro-7'H-spiro[cyclopentane-1,8'-dipyrrolo[2,3-b:3',2'-d]pyridin]-7'-one BrC1=C(C=2C(=NC=C3C2C2(C(N3C)=O)CCCC2)N1S(=O)(=O)C1=CC=CC=C1)C1=CC=C(C=C1)C=1C=NN(C1)C1OCCCC1